C(C)OC(C(C(C)=O)CC1=C(C=CC(=C1)C#N)OC)=O 2-(5-cyano-2-methoxybenzyl)-3-oxobutanoic acid ethyl ester